C(=O)(O)C1=C(C=C(C=C1)C(=O)O)P(O)(O)=O 2,5-dicarboxyphenyl-phosphonic acid